C(C)S(=O)(=O)C1=C(N=NC(=C1)C(F)(F)F)C1=NC=2C(=NC=C(C2)C(F)(F)F)N1C 2-[4-ethylsulfonyl-6-(trifluoromethyl)pyridazin-3-yl]-3-methyl-6-(trifluoromethyl)imidazo[4,5-b]pyridine